C([C@@H]([C@@H](C)O)O)O (2S,3R)-1,2,3-butanetriol